4-amino-7-cyclopropyl-1-((2R,3S)-2-methyltetrahydro-2H-pyran-3-yl)pyrido[2,3-d]pyrimidin-2(1H)-one NC=1C2=C(N(C(N1)=O)[C@@H]1[C@H](OCCC1)C)N=C(C=C2)C2CC2